CC1=C(C=2N(C=C1C=1NC3=CC=C(C=C3C1C(C)C)C1CCC(CC1)NCC(=O)N(C)C)C=NN2)C 2-((4-(2-(7,8-Dimethyl-[1,2,4]triazolo[4,3-a]pyridin-6-yl)-3-isopropyl-1H-indol-5-yl)cyclohexyl)amino)-N,N-dimethylacetamid